O1CCC(CC1)N(C#N)CC(F)(F)F N-(tetrahydro-2H-pyran-4-yl)-N-(2,2,2-trifluoroethyl)cyanamide